CCCCC/C=C\\C/C=C\\C/C=C\\C/C=C\\CCCCCCCC(=O)SCCNC(=O)CCNC(=O)[C@@H](C(C)(C)COP(=O)(O)OP(=O)(O)OC[C@@H]1[C@H]([C@H]([C@@H](O1)N2C=NC3=C(N=CN=C32)N)O)OP(=O)(O)O)O The molecule is an unsaturated fatty acyl-CoA that results from the formal condensation of the thiol group of coenzyme A with the carboxy group of (9Z,12Z,15Z,18Z)-tetracosatetraenoic acid. It is a member of the n-6 PUFA and is the product of linoleic acid metabolism. It is an unsaturated fatty acyl-CoA and a very long-chain fatty acyl-CoA. It derives from a (9Z,12Z,15Z,18Z)-tetracosatetraenoic acid. It is a conjugate acid of a (9Z,12Z,15Z,18Z)-tetracosatetraenoyl-CoA(4-).